COC=1C=C2C(=CNC2=CC1)CCN1C[C@@H](CC1)OC (R)-5-methoxy-3-(2-(3-methoxypyrrolidin-1-yl)ethyl)-1H-indole